ClC1=C(C=C(CN2C(C(N(CC2=O)C2=NC=C(C=C2C)Cl)=O)C2COC2)C=C1)F 4-(4-chloro-3-fluorobenzyl)-1-(5-chloro-3-methylpyridin-2-yl)-3-(oxetan-3-yl)piperazine-2,5-dione